C(C)(=O)OC[C@H]1O[C@@H]([C@@H]([C@H]([C@H]1OC(C)=O)N1N=NC(=C1)C1=CC(=C(C(=C1)F)F)F)OC)Br |&1:7| ((2R,3R,4S,5R,6RS)-3-Acetoxy-6-bromo-5-methoxy-4-(4-(3,4,5-trifluorophenyl)-1H-1,2,3-triazol-1-yl)tetrahydro-2H-pyran-2-yl)methyl acetate